2-(4-oxopent-2-enoyl)-2,7-diazaspiro[3.5]nonane O=C(C=CC(=O)N1CC2(C1)CCNCC2)C